C(C)(=O)O[C@H]1[C@@H](O[C@@H]([C@H]1OC(C)=O)COC(C)=O)N1CC(=CC=C1)C(=O)OCCN1C(N(C=2N=CN(C2C1=O)CCCCC)C)=O 1-((2R,3R,4R,5R)-3,4-diacetoxy-5-(acetoxymethyl)tetrahydrofuran-2-yl)-3-((2-(3-methyl-2,6-dioxo-7-pentyl-2,3,6,7-tetrahydro-1H-purin-1-yl)ethoxy)carbonyl)pyridine